C1(CC1)CNC1=C2C(=NC=3C=C(C(=CC13)OC)OCCCN(C)CC)CCC2 N-(cyclopropylmethyl)-6-{3-[ethyl(methyl)amino]propoxy}-7-methoxy-1H,2H,3H-cyclopenta[b]quinolin-9-amine